di-tert-butoxycarbonylallylamine C(C)(C)(C)OC(=O)C(=CCN)C(=O)OC(C)(C)C